C(C)(C)(C)OC(N(C=1C=CC=2N(N1)C(=CN2)C2=CC=CC=C2)C)=O tert-butylmethyl(3-phenylimidazo[1,2-b]pyridazin-6-yl)carbamate